1,2-diisopropylethylenediamine C(C)(C)C(C(N)C(C)C)N